(S)-3-(((7-((2-(hydroxymethyl)piperidin-1-yl)methyl)-6-(2,2,2-trifluoroethoxy)-2,3-dihydro-1H-inden-4-yl)oxy)methyl)-[1,1'-biphenyl]-2-carbonitrile OC[C@H]1N(CCCC1)CC=1C(=CC(=C2CCCC12)OCC1=C(C(=CC=C1)C1=CC=CC=C1)C#N)OCC(F)(F)F